trans-3-(aminomethyl)cyclobutanecarbonitrile NC[C@@H]1C[C@H](C1)C#N